BrC=1C=C2C(=NC1)N(C=C2C=2C=C1C(=NC2)OC(=N1)C)S(=O)(=O)C1=CC=C(C)C=C1 6-(5-bromo-1-tosyl-1H-pyrrolo[2,3-b]pyridin-3-yl)-2-methyloxazolo[5,4-b]pyridine